CO[Si](CCCNCCC[Si](OC)(OC)OC)(OC)OC bis-(3-trimethoxysilylpropyl)amine